OC=1C=C2CC[C@H]([C@H](C2=CC1)C1=CC=C(C=C1)N1CCN(CC1)CC1=C(C=CC=C1)N1C(NC(CC1)=O)=O)C1=CC=CC=C1 1-(2-((4-(4-((1S,2R)-6-hydroxy-2-phenyl-1,2,3,4-tetrahydronaphthalen-1-yl)phenyl)piperazin-1-yl)methyl)phenyl)dihydropyrimidine-2,4(1H,3H)-dione